N[C@@H](CS)C(=O)NCCCN=[N+]=[N-] cysteinyl-3-azidopropylamine